Benzo[b]thiophene-2-carboxylic acid S1C2=C(C=C1C(=O)O)C=CC=C2